OC(CC(=O)O)CC β-hydroxybutylcarboxylic acid